O=C1NC(CCC1N1C(C2=CC=C(C=C2C1=O)OC1CC(C1)O)=O)=O 2-(2,6-dioxo-3-piperidinyl)-5-(3-hydroxycyclobutoxy)isoindoline-1,3-dione